N[C@H](C)C=1C=C(C=CC1)C1=CC(=CC(=C1)N1CCC2(CCOC2)CC1)COC1=C(C=CC=C1)CC(=O)O (R)-2-(2-((3'-(1-aminoethyl)-5-(2-oxa-8-azaspiro[4.5]decan-8-yl)-[1,1'-biphenyl]-3-yl)methoxy)phenyl)acetic acid